[3-[1-(2,6-dioxo-3-piperidinyl)-3-methyl-2-oxo-benzoimidazol-4-yl]prop-2-ynyl]-3,8-diazabicyclo[3.2.1]octane-3-carboxylic acid tert-butyl ester C(C)(C)(C)OC(=O)N1CC2(CCC(C1)N2)CC#CC2=CC=CC=1N(C(N(C12)C)=O)C1C(NC(CC1)=O)=O